ClC=1C=C2[C@@]3(C(NC2=CC1)=O)[C@H](C3)C(=O)OC |o1:4,11| methyl (1S*,2S*)-5'-chloro-2'-oxospiro[cyclopropane-1,3'-indoline]-2-carboxylate